C(=O)C1=NC2=CC=C(C=C2C=C1)CN(S(=O)(=O)C)C1CCOCC1 N-((2-formylquinolin-6-yl)methyl)-N-(tetrahydro-2H-pyran-4-yl)methanesulfonamide